C(C)(C)OC(N[C@@H]1CC[C@H](CC1)C=1SC(=CN1)C1=C(C=C(C=C1)Br)S(NCC)(=O)=O)=O trans-N-[4-[5-[4-bromo-2-(ethylsulfamoyl)phenyl]thiazol-2-yl]cyclohexyl]carbamic acid isopropyl ester